(5-(6-bromopyridin-2-yl)-1,3,4-thiadiazol-2-yl)-1-methylpyrrolidin-2-one BrC1=CC=CC(=N1)C1=NN=C(S1)C1C(N(CC1)C)=O